C(C)OC1=CC=C(C=C1)N1C(C2=CC=CC=C2C(=N1)C(=O)N1CCN(CC1)C1=C(C=CC=C1)OC)=O 2-(4-ethoxyphenyl)-4-[[4-(2-methoxyphenyl)-1-piperazinyl]carbonyl]-1(2H)-phthalazinone